β-methacryloxypropyltrimethoxysilane C(C(=C)C)(=O)OC(C[Si](OC)(OC)OC)C